(6-(2-(propoxymethyl)pyrimidin-5-yl)benzo[d]thiazol-2-yl)cyclopropylamide C(CC)OCC1=NC=C(C=N1)C1=CC2=C(N=C(S2)[N-]C2CC2)C=C1